C(C)N(CCCN)C 3-[ethyl(methyl)amino]propan-1-amine